(±)-3,5-di(undecan-2-yl)dihydro-1H,3H,5H-oxazolo[3,4-c]oxazole CC(CCCCCCCCC)C1OCC2N1C(OC2)C(C)CCCCCCCCC